[(phenyl)(biphenylyl)triazineyl]dibenzoselenophene C1(=CC=CC=C1)C1=C(C(=NN=N1)C1=CC=CC=2[Se]C3=C(C21)C=CC=C3)C3=C(C=CC=C3)C3=CC=CC=C3